C(C)(=O)OC(C(=O)N)=C acetoxyacrylamide